BrCCCC1OC1C 2-(3-bromopropyl)-3-methyloxirane